6-(1-((tert-butyldimethylsilyl)oxy)propyl)-N-(1-(4-methoxybenzyl)-1H-1,2,4-triazol-3-yl)-4-methylpyridin-3-amine [Si](C)(C)(C(C)(C)C)OC(CC)C1=CC(=C(C=N1)NC1=NN(C=N1)CC1=CC=C(C=C1)OC)C